C(C)(C)(C)C1=CC(=NC=C1)C(CC[C@H]1CC(N(C1)C(=O)OC(C)(C)C)(C)C)NC1=NC(=CC=C1)S(N)(=O)=O tert-butyl (4S)-4-[3-(4-tert-butyl-2-pyridyl)-3-[(6-sulfamoyl-2-pyridyl)amino]propyl]-2,2-dimethyl-pyrrolidine-1-carboxylate